IC=1N=C(N2N=C(C=C(C21)C2(CCCCC2)C#N)N2[C@@H](COCC2)C)C2=CC=NN2C2OCCCC2 (5-iodo-2-((R)-3-methylmorpholino)-7-(1-(tetrahydro-2H-pyran-2-yl)-1H-pyrazol-5-yl)imidazo[1,5-b]pyridazin-4-yl)cyclohexane-1-carbonitrile